COC1=CC=C(CSC=2C=C(C=C(C2)C(F)(F)F)O)C=C1 3-((4-methoxybenzyl)thio)-5-(trifluoromethyl)phenol